1,6-bis(thiomorpholin-4-yl)hexane-1,6-dione N1(CCSCC1)C(CCCCC(=O)N1CCSCC1)=O